diacetoxypalladium (II) acetate C(C)(=O)O.C(C)(=O)O[Pd]OC(C)=O